ClC1=CC=C(C=C1)C1(CO1)C(C)C1CC1 2-(4-chlorophenyl)-2-(1-cyclopropylethyl) ethylene oxide